FC1CN(CC12CN(C2)C(C=C)=O)C2=NC1=CC=CC=C1C(=N2)N[C@H](CC(=O)NC)CC(C)C (3S)-3-((2-(8-fluoro-2-(2-propenoyl)-2,6-diazaspiro[3.4]octan-6-yl)-4-quinazolinyl)amino)-N,5-dimethyl-hexanamide